N-[[4-[5-(difluoromethyl)-1,3,4-oxadiazol-2-yl]-2-fluoro-phenyl]methyl]-2-imino-2-oxo-N-phenyl-2λ6-thia-6-azaspiro[3.3]heptane-6-carboxamide FC(C1=NN=C(O1)C1=CC(=C(C=C1)CN(C(=O)N1CC2(CS(C2)(=O)=N)C1)C1=CC=CC=C1)F)F